CC=1C(=NC(=NC1OC1=C(C=C(C=C1F)F)F)N)C(F)(F)F 5-Methyl-4-(trifluoromethyl)-6-(2,4,6-trifluorophenoxy)pyrimidin-2-amine